N[C@@H](CCC(=O)[O-])C(=O)[O-] |r| racemic-glutamate